ClC=1C=C2C(=NNC2=CC1)/C=C/C(=O)OCC ethyl (E)-3-(5-chloro-1H-indazol-3-yl)acrylate